2-{[(αr)-6-[(4R)-2,6-dioxo-4-(prop-2-en-1-yl)-1,3-diazin-1-yl]spiro[3.3]heptan-2-yl]oxy}pyridine-3-carboxamide O=C1N(C(C=C(N1)CC=C)=O)C1CC2(CC(C2)OC2=NC=CC=C2C(=O)N)C1